NC=1C2=C(N=CN1)N1C(=C2C2=CC(=C(C=C2)OC2=NC(=CC=C2)C)F)N(CC1)C1=CC(=NC=C1)NC(C=C)=O N-(4-(4-Amino-5-(3-fluoro-4-((6-methylpyridin-2-yl)oxy)phenyl)-7,8-dihydro-6H-imidazo[1',2':1,5]pyrrolo[2,3-d]pyrimidin-6-yl)pyridin-2-yl)acrylamide